5-(3-((Boc)(methyl)amino)-1-(6-methylpyridin-2-yl)-1H-pyrazol-5-yl)pyrazolo[1,5-a]pyridine-3-carboxylic acid ethyl ester C(C)OC(=O)C=1C=NN2C1C=C(C=C2)C2=CC(=NN2C2=NC(=CC=C2)C)N(C)C(=O)OC(C)(C)C